5-chloro-4-methoxytricyclo[6.2.1.02,7]undeca-2(7),3,5-triene-3-carboxylic acid ClC=1C(=C(C=2C3CCC(C2C1)C3)C(=O)O)OC